(-)-1-(3-(aminomethyl)phenyl)-N-(3-((4-aminophenyl)(cyclopropylmethyl-amino)methyl)phenyl)-3-(trifluoromethyl)-1H-pyrazole-5-carboxamide NCC=1C=C(C=CC1)N1N=C(C=C1C(=O)NC1=CC(=CC=C1)C(NCC1CC1)C1=CC=C(C=C1)N)C(F)(F)F